C1(CC1)C=1C=C(N=NC1C1=C(C=C(C=C1)C#CC)O)NC(CNC)=O N-(5-cyclopropyl-6-(2-hydroxy-4-(prop-1-yn-1-yl)phenyl)pyridazin-3-yl)-2-(methylamino)acetamide